N(=[N+]=[N-])CC(=O)N[C@@H]1C(OC(C)=O)O[C@@H]([C@H]([C@@H]1OC(C)=O)OC(C)=O)COP(=O)(OC1=CC=CC=C1)N[C@@H](C)C(=O)OC(C)(C)C acetyl 2-(2-azidoacetylamino)-2-deoxy-3,4-di-O-acetyl-6-O-(((S)-1-tert-butoxy-carbonylethylamino) (phenoxy) phosphoryl)-D-mannopyranoside